C(C1=CC=CC=C1)N1CCC(CC1)C(=O)N1CC(C2=NC(=CC=C21)C)(C)C (1-Benzylpiperidin-4-yl)(3,3,5-trimethyl-2,3-dihydro-1H-pyrrolo[3,2-b]pyridin-1-yl)methanone